10-(2-fluorophenyl)anthracene-9-carbonitrile FC1=C(C=CC=C1)C1=C2C=CC=CC2=C(C2=CC=CC=C12)C#N